ClC1=CC=C2C(=NC=3N(C2=C1)C=NN3)N(C=3C=C(C=CC3)N3CC1(CN(C1)C(=O)OC(C)(C)C)C3)C tert-butyl 6-(3-((8-chloro-[1,2,4]triazolo[4,3-a]quinazolin-5-yl)(methyl)amino)phenyl)-2,6-diazaspiro[3.3]heptane-2-carboxylate